(1-(4-bromophenyl)naphthalen-2-yl)(methyl)phosphine oxide BrC1=CC=C(C=C1)C1=C(C=CC2=CC=CC=C12)P(C)=O